CC(C=COC=CC(C)C)C mono(3-methylbutenyl) ether